C[Si](N[Si](C)(C)C)(C)C.[Li] lithium hexamethyldisilazane salt